C(#N)C1(CN(C1)C1=NC(=CC(=N1)N1CC2(C=3C=NC(=CC31)NC(C)=O)CC2)C)CCOC N-(1'-(2-(3-cyano-3-(2-methoxyethyl)azetidin-1-yl)-6-methylpyrimidin-4-yl)-1',2'-dihydrospiro[cyclopropane-1,3'-pyrrolo[3,2-c]pyridin]-6'-yl)acetamide